8-((2R,4R,SR)-5-Ethyl-4-((5-isopropoxypyridin-2-yl)oxy)-2-methylpiperidin-1-yl)-5-methyl-6-oxo-5,6-dihydro-1,5-naphthyridin-2-carbonitril C(C)[C@@H]1[C@@H](C[C@H](N(C1)C1=CC(N(C=2C=CC(=NC12)C#N)C)=O)C)OC1=NC=C(C=C1)OC(C)C |&1:2|